C(#N)[C@H]1[C@@H](COCC1)N1N=C(C(=C1)C(=O)N)NC1=CC2=C(C(OB2O)(C)C)C=C1 1-[trans-4-cyanotetrahydro-2H-pyran-3-yl]-3-[(1-hydroxy-3,3-dimethyl-2,1-benzoxaborole-6-yl)amino]pyrazole-4-carboxamide